5-(((S)-1-(3-((2R,5S)-4-(5-cyclopropylpyrimidin-2-yl)-2,5-dimethylpiperazin-1-yl)-3-oxopropoxy)propan-2-yl)amino)-4-(trifluoromethyl)pyridazin-3(2H)-one C1(CC1)C=1C=NC(=NC1)N1C[C@H](N(C[C@@H]1C)C(CCOC[C@H](C)NC1=C(C(NN=C1)=O)C(F)(F)F)=O)C